Ammonium rhenat [Re](=O)(=O)([O-])[O-].[NH4+].[NH4+]